COC(=O)[C@H]1NCC2=CC=C(C(=C2C1)OCC1=CC=CC=C1)OC.O1C=C(C2=C1C=CC=C2)C[C@@H](B2OC(CC(O2)(C)C)C)N(C(C(=O)N)=O)C2=NC=CN=C2 ((1R)-2-(1-benzofuran-3-yl)-1-(4,4,6-trimethyl-1,3,2-dioxaborinan-2-yl)ethyl)-N-(pyrazin-2-yl)oxalamide methyl-(S)-5-(benzyloxy)-6-methoxy-1,2,3,4-tetrahydroisoquinoline-3-carboxylate